6-tert-butyl-7-(methoxymethyl)-5-methyl-pyrrolo[2,3-b]pyrazine-3-carbaldehyde C(C)(C)(C)C1=C(C=2C(=NC(=CN2)C=O)N1C)COC